N#[Nd] Neodymium nitride